4,4'-butylidenebis-(6-t-butyl-3-methylphenol) C(CCC)(C1=C(C=C(C(=C1)C(C)(C)C)O)C)C1=C(C=C(C(=C1)C(C)(C)C)O)C